FC(C(C(C(C(C(C(F)(F)C[Si](OCC)(C)C)(F)F)(F)F)(F)F)(F)F)(F)F)(CCC(F)(F)F)F heptadecafluorodecyl-trimethyl-(ethyl)oxysilane